C(CCC)OC(CCCCC(=O)OCCCC)=O.C(C=C)OCC1SC1 2-(allyloxymethyl)thiirane Din-butyl-adipate